3-[(3-Bromo-2-pyridyl)methyl]-2-[(1-fluoro-3-oxo-cyclobutyl)methyl]isoindolin-1-one BrC=1C(=NC=CC1)CC1N(C(C2=CC=CC=C12)=O)CC1(CC(C1)=O)F